C(C1=CC=CC=C1)N1CCC(CC1)C1=CC=C2C(N(NC2=C1)N1C(CCCC1=O)=O)=O (6-(1-Benzylpiperidin-4-yl)-3-oxo-1,3-dihydro-2H-indazol-2-yl)piperidine-2,6-dione